(1R,2S,5S)-N-((S)-1-cyano-2-((R)-2-oxopyrrolidin-3-yl)ethyl)-3-(9-hydroxy-9H-fluorene-9-carbonyl)-6,6-dimethyl-3-azabicyclo[3.1.0]hexane-2-carboxamide C(#N)[C@H](C[C@@H]1C(NCC1)=O)NC(=O)[C@@H]1[C@H]2C([C@H]2CN1C(=O)C1(C2=CC=CC=C2C=2C=CC=CC12)O)(C)C